CC=1N=C2N(C=C(N=C2C)C=2C(=C(C=CC2)O)C=2N=NC(=CC2)C2CN(C2)C)C1 {2,8-Dimethylimidazo[1,2-a]pyrazin-6-yl}-2-[6-(1-methylazetidin-3-yl)pyridazin-3-yl]phenol